(R)-2-(2-(3-chloro-4-(9-(3-chlorobenzyl)-6-(1-methylcyclopropoxy)-9H-purin-8-yl)phenoxy)ethoxy)propanoic acid ClC=1C=C(OCCO[C@@H](C(=O)O)C)C=CC1C=1N(C2=NC=NC(=C2N1)OC1(CC1)C)CC1=CC(=CC=C1)Cl